8-((2s,5r)-2,5-dimethyl-4-(7-(trifluoromethyl)quinolin-4-yl)piperazin-1-yl)-5-methyl-6-oxo-5,6-dihydro-1,5-naphthyridine-2-carbonitrile C[C@@H]1N(C[C@H](N(C1)C1=CC=NC2=CC(=CC=C12)C(F)(F)F)C)C1=CC(N(C=2C=CC(=NC12)C#N)C)=O